C=CC(CCCC(C)=C)=C α-myrcene